(3-bromo-2-methylbenzamido)-4-oxopyrrolidine-1-carboxylic acid benzyl ester C(C1=CC=CC=C1)OC(=O)N1C(CC(C1)=O)NC(C1=C(C(=CC=C1)Br)C)=O